tert-Butyl (1-amino-1-oxo-3-(2-oxo-1,5,7,8-tetrahydro-2H-pyrano[4,3-b]pyridin-3-yl)propan-2-yl)carbamate NC(C(CC1=CC2=C(NC1=O)CCOC2)NC(OC(C)(C)C)=O)=O